C(CCCCCCCCCCCCCCC)(=O)OCCCCCCCCCCCCCCC Pentadecyl [palmitate]